CC=1SC=C(N1)[C@H]1N(OCC1)C(=O)[C@@H]1CC[C@H](CC1)CN1C=CC2=CC(=CC=C12)C(=O)N trans-1-[[4-[(3S)-3-(2-methylthiazol-4-yl)isoxazolidine-2-carbonyl]cyclohexyl]methyl]indole-5-carboxamide